Cl.C(C)OC1=C(CN2C[C@@H](NCC2)C)C=C(C=C1)C(F)(F)F (S)-1-(2-ethoxy-5-(trifluoromethyl)benzyl)-3-methylpiperazine hydrochloride